4-morpholinothiophene-2-carboxamide O1CCN(CC1)C=1C=C(SC1)C(=O)N